NC1=C2NC(N(C2=NC(=N1)[P@](=O)(C)CC)CC=1C=NC(=CC1)N1CCN(CC1)S(=O)(=O)C)=O 6-Amino-2-[(S)-ethyl(methyl)phosphoryl]-9-[[6-(4-methylsulfonylpiperazin-1-yl)-3-pyridyl]methyl]-7H-purin-8-one